3,3'-di(naphthalen-2-yl)-1,1'-binaphthyl-2-ol C1=C(C=CC2=CC=CC=C12)C1=C(C(=C2C=CC=CC2=C1)C1=CC(=CC2=CC=CC=C12)C1=CC2=CC=CC=C2C=C1)O